C1(CCC1)C1=C(C=C(C(=C1)CN1CCC2(CN(C(O2)=O)C2=CC=C(C=C2)P(O)(O)=O)CC1)OCC)C1=CC=C(C=C1)F (4-(8-((2-cyclobutyl-5-ethoxy-4'-fluoro-[1,1'-biphenyl]-4-yl)methyl)-2-oxo-1-oxa-3,8-diazaspiro[4.5]decan-3-yl)phenyl)phosphonic acid